[Cl-].[Cl-].C1(=CC=C(C=C1)C(=[Zr+2](C1=C(C=CC=2C3=CC=C(C=C3CC12)C(C)(C)C)C(C)(C)C)C1C=CC=C1)C1=CC=C(C=C1)C)C Bis(p-tolyl)methylene(cyclopentadienyl)(2,7-di-tert-butylfluorenyl)zirconium dichloride